γ-terpinen CC=1CC=C(C(C)C)CC1